(5-methyl-3-pyridyl-methoxy) methyl ether COOCC=1C=NC=C(C1)C